4-(3-Chloroanilino)-2'-{(2R)-2-methyl-3-[(5-methyl-5,6,7,8-tetrahydroquinolin-4-yl)amino]propyl}-2',3'-dihydrospiro[cyclohexane-1,1'-indene]-4-carboxylic acid ClC=1C=C(NC2(CCC3(C(CC4=CC=CC=C34)C[C@H](CNC3=CC=NC=4CCCC(C34)C)C)CC2)C(=O)O)C=CC1